2-((2-methoxy-4-(4-methyl-1-piperazinyl)phenyl)amino)-7(8H)-pteridinone COC1=C(C=CC(=C1)N1CCN(CC1)C)NC1=NC=2NC(C=NC2C=N1)=O